4-((1-(3-(difluoromethyl)-2-fluorophenyl)ethyl)amino)-2-methyl-6-(phenylthio)pyrido[2,3-d]pyrimidin-7(8H)-one FC(C=1C(=C(C=CC1)C(C)NC=1C2=C(N=C(N1)C)NC(C(=C2)SC2=CC=CC=C2)=O)F)F